2,3,5,6,7,8-hexahydro-4H-2,4b-diaza-fluoren-1-one C1(NCCC=2N3CCCCC3=CC12)=O